SCCNC(=O)CCC(=O)O 3-[N-(2-mercaptoethyl)carbamoyl]propionic acid